inosin [C@@H]1([C@H](O)[C@H](O)[C@@H](CO)O1)N1C=NC=2C(O)=NC=NC12